COC=1C=2N(C=C(C1)C1=C(C(=NN1)C(=O)NC1CCN(CC1)CCC)CC(F)(F)F)N=CN2 5-(8-methoxy-[1,2,4]triazolo[1,5-a]pyridin-6-yl)-N-(1-propylpiperidin-4-yl)-4-(2,2,2-trifluoroethyl)-1H-pyrazole-3-carboxamide